C(C)(=O)N1C[C@H](CCC1)N1N=C(C(=C1)C=1C=C(C=2N(C1)N=CC2C#N)SC2=C(C=CC=C2)C#N)C (S)-6-(1-(1-acetylpiperidin-3-yl)-3-methyl-1H-pyrazol-4-yl)-4-((2-cyanophenyl)thio)pyrazolo[1,5-a]pyridine-3-carbonitrile